(1R,4R)-4-(1-(((R)-1-(3-(difluoromethyl)-2-methylphenyl)ethyl)amino)-4-methylpyrido[3,4-d]pyridazin-7-yl)cyclohexane-1-carboxylic acid FC(C=1C(=C(C=CC1)[C@@H](C)NC1=C2C(=C(N=N1)C)C=NC(=C2)C2CCC(CC2)C(=O)O)C)F